C(C)OC(=O)C1=C(C2=C(CCC3=CN(N=C23)CC2=NC=CC=C2)O1)C.CC1=C(OC=2CCC3=CN(N=C3C21)CC2=NC=CC=C2)C(=O)O 8-methyl-2-[(pyridin-2-yl)methyl]-4,5-dihydro-2H-furo[2,3-g]indazole-7-carboxylic acid Ethyl-8-methyl-2-[(pyridin-2-yl)methyl]-4,5-dihydro-2H-furo[2,3-g]indazole-7-carboxylate